C(C=C)OC1=C(C=CC(=C1F)F)Br 2-(allyloxy)-1-bromo-3,4-difluorobenzene